C(CCC)(=O)O.C(C)(C)(C)C1=C(C=CC=C1)O.C(C)(C)(C)C1=C(C=CC=C1)O bis(3,3'-tert-butylphenol) butanoate